FC(C(=O)O)(F)F.CC=1N=C(NC1C)C1=NC=CC(=C1)C=1C=NC=C(C1)C(=O)N1CC(C1)C#N 1-(2'-(4,5-Dimethyl-1H-imidazol-2-yl)-3,4'-bipyridine-5-carbonyl)azetidine-3-carbonitrile trifluoroacetate salt